N-(1,3-dihydroxypropan-2-yl)-5-(4-((3-ethyl-2,4-dioxo-1,2,3,4-tetrahydrothieno[3,2-d]pyrimidin-6-yl)methyl)piperazin-1-yl)-6-methylpicolinamide OCC(CO)NC(C1=NC(=C(C=C1)N1CCN(CC1)CC1=CC=2NC(N(C(C2S1)=O)CC)=O)C)=O